C(C)OC(=O)[C@H]1CN(CC[C@@H]1NC(=O)C1=NOC(=C1)C1=C(C=C(C=C1)F)F)CC1(CC1)F (3S,4S)-4-{[5-(2,4-difluoro-phenyl)-isoxazole-3-carbonyl]-amino}-1-(1-fluoro-cyclopropylmethyl)-piperidine-3-carboxylic acid ethyl ester